2,2'-dibromo-4,4'-biphenol BrC1=C(C=CC(=C1)C1=CC(=C(C=C1)O)Br)O